bis(2-ethylhexyl)ammonium phosphate N,N-dibutylamine salt C(CCC)NCCCC.P(=O)([O-])([O-])[O-].C(C)C(C[NH2+]CC(CCCC)CC)CCCC.C(C)C(C[NH2+]CC(CCCC)CC)CCCC.C(C)C(C[NH2+]CC(CCCC)CC)CCCC